3-Chloro-6-(2,3-dihydro-benzo[1,4]dioxin-5-yl)-2-methoxy-pyridine ClC=1C(=NC(=CC1)C1=CC=CC=2OCCOC21)OC